1-(4,4'-bis(benzyloxy)-5,5'-dicyclohexyl-2'-fluoro-[1,1'-biphenyl]-2-yl)cyclobutan-1-ol C(C1=CC=CC=C1)OC1=CC(=C(C=C1C1CCCCC1)C1=C(C=C(C(=C1)C1CCCCC1)OCC1=CC=CC=C1)F)C1(CCC1)O